C(C)(=O)N1CCN(CC1)C1CCC(CC1)NC(=O)C1=CC2=C(N(N=C2C)C2C[C@H](O[C@H](C2)C)C)S1 N-((1r,4r)-4-(4-acetylpiperazin-1-yl)cyclohexyl)-1-((2r,6s)-2,6-dimethyltetrahydro-2H-pyran-4-yl)-3-methyl-1H-thieno[2,3-c]pyrazole-5-carboxamide